(1-(2-(2,6-dioxopiperidin-3-yl)-6-fluoro-1,3-dioxoisoindol-5-yl)piperidin-4-yl)methane O=C1NC(CCC1N1C(C2=CC(=C(C=C2C1=O)N1CCC(CC1)C)F)=O)=O